CS(=O)(=O)OCC1CCC(CC1)N1N=C(C(=C1)[N+](=O)[O-])C(F)F [4-[3-(difluoromethyl)-4-nitro-pyrazol-1-yl]cyclohexyl]methyl methanesulfonate